C1(CC1)C1(NN(C(=C1)C(=O)NC)CC1=CC=C(C=C1)OC)C(=O)N 3-cyclopropyl-1-(4-methoxybenzyl)-N5-methyl-1H-pyrazole-3,5-dicarboxamide